((2S,5S)-5-(hydroxymethyl)-2-methyl-4-(1-(quinoxalin-6-yl)ethyl)piperazin-1-yl)-4-methyl-2,4-dihydro-5H-pyrazolo[4,3-b]pyridin-5-one OC[C@H]1N(C[C@@H](N(C1)N1N=C2C(N(C(C=C2)=O)C)=C1)C)C(C)C=1C=C2N=CC=NC2=CC1